FC(C(C)(F)O)F trifluoroisopropyl alcohol